NC1=NC=2C=C(C=CC2C2=C1[C@H](OC2)C)CN(C(=O)C=2C=NC(=NC2)C2CC2)C=2C(=NC=CC2)C(F)(F)F N-{[(3R)-4-amino-3-methyl-1H,3H-furo[3,4-c]quinolin-7-yl]methyl}-2-cyclopropyl-N-[2-(tri-fluoromethyl)pyridin-3-yl]pyrimidine-5-carboxamide